CC(C)(OC(NCCOCCOCCC(=O)O)=O)C 2,2-dimethyl-4-oxo-3,8,11-trioxa-5-azatetradecan-14-oic acid